11-azido-3,6,9-trioxaundecan-1-amine N(=[N+]=[N-])CCOCCOCCOCCN